(6-(2-((tert-butyldimethylsilyl)oxy)ethyl)-6,7-dihydro-5H-pyrrolo[3,4-b]Pyridin-2-yl)methanol [Si](C)(C)(C(C)(C)C)OCCN1CC2=NC(=CC=C2C1)CO